4-(4-{[3-chloro-5-(methyloxy)phenyl]oxy}phenyl)-5-methyl-2,4-dihydro-3H-1,2,4-triazol-3-one ClC=1C=C(C=C(C1)OC)OC1=CC=C(C=C1)N1C(NN=C1C)=O